[Mn](=O)([O-])[O-].[O-2].[Mn+4] manganese oxide (manganite)